CC=1OC=CCC1 methyl-4H-pyran